(R)-Tert-butyl (4-(2-((8-carbamoylbenzo[c][2,6]naphthyridin-5-yl)oxy)propoxy)butyl)carbamate C(N)(=O)C=1C=CC2=C(N=C(C3=CC=NC=C23)O[C@@H](COCCCCNC(OC(C)(C)C)=O)C)C1